N-(4-methoxyphenyl)-8-methyl-9-((3-methylbenzylidene)amino)-2-morpholino-9H-Purin-6-amine COC1=CC=C(C=C1)NC1=C2N=C(N(C2=NC(=N1)N1CCOCC1)N=CC1=CC(=CC=C1)C)C